1-(2,4-difluorophenyl)-4-hydroxy-7-methyl-pyrazolo[3,4-b]pyridin-6-one FC1=C(C=CC(=C1)F)N1N=CC2=C1N(C(C=C2O)=O)C